4,5-dihydro-1H-pyrazole-1-carboxamide N1(N=CCC1)C(=O)N